(2S,3S)-3-(2,4-dimethylphenyl)butan-2-yl N-({3-[(2-methylpropanoyl)oxy]-4-methoxypyridin-2-yl}carbonyl)-L-alaninate CC(C(=O)OC=1C(=NC=CC1OC)C(=O)N[C@@H](C)C(=O)O[C@@H](C)[C@@H](C)C1=C(C=C(C=C1)C)C)C